COC(CNC(C1=CC=C(C=C1)C1(COC1)C1=CC=CC=C1)=O)=O (4-(3-Phenyloxetan-3-yl)benzoyl)glycine methyl ester